4-(5-(2-cyanoacetyl)-5-azaspiro[3.5]non-7-en-8-yl)-1H-pyrrolo[2,3-b]pyridin C(#N)CC(=O)N1C2(CCC2)CC(=CC1)C1=C2C(=NC=C1)NC=C2